2-methylcyclopropane-1,1-diol CC1C(C1)(O)O